2,6-Difluoro-N-(phenylcarbamoyl)-4-(trifluoromethyl)benzamide FC1=C(C(=O)NC(NC2=CC=CC=C2)=O)C(=CC(=C1)C(F)(F)F)F